(1s,3s)-3-(aminomethyl)cyclobutan-1-ol C1C(CC1O)CN